3-(5-fluoro-2-methyl-6-{[(1r,4r)-4-(trifluoromethyl)cyclohexyl]oxy}pyrimidin-4-yl)-4-methyl-2-[(1-methyl-1H-pyrazol-4-yl)methyl]-2H,4H,5H-pyrazolo[4,3-b]pyridin-5-one FC=1C(=NC(=NC1OC1CCC(CC1)C(F)(F)F)C)C=1N(N=C2C1N(C(C=C2)=O)C)CC=2C=NN(C2)C